C(C)C(CN(CC(CCCC)CC)C=1C=C(C=CC1)NC(CC)=O)CCCC N-[3-[N,N-bis(2-ethylhexyl)amino]phenyl]propanamide